(S)-5-ethyl-1,2,5-thiadiazolidine-3-carboxylic acid 1,1-dioxide C(C)N1C[C@H](NS1(=O)=O)C(=O)O